2-[(4-methoxyphenyl)methyl-methyl-amino]spiro[5,6-dihydrothiazolo[5,4-c]pyridine-7,1'-cyclopropane]-4-one COC1=CC=C(C=C1)CN(C=1SC=2C(NCC3(CC3)C2N1)=O)C